CC1=CN=C2C(=N1)N(C(C(=C2)C2CCNCC2)=O)CC2=NC=CC=C2OC(F)(F)F 3-methyl-7-(piperidin-4-yl)-5-((3-(trifluoromethoxy)pyridin-2-yl)methyl)pyrido[2,3-b]pyrazin-6(5H)-one